C(C)OC(=O)C1=CNC(C(=C1)I)=O 5-iodo-6-oxo-1,6-dihydropyridine-3-carboxylic acid ethyl ester